CN1C=C(N=C(C1=O)NC=1C=NC=CC1)B(O)O 4-Methyl-5-oxo-6-(pyridin-3-ylamino)-4,5-dihydropyrazin-2-ylboronic acid